2-(1-amino-2-hydroxyethyl)phenol NC(CO)C1=C(C=CC=C1)O